(R)-N'-(4-(difluoromethoxy)-2,6-diisopropylphenyl-carbamoyl)-5-(2-hydroxypropan-2-yl)-3-methylthiophene-2-sulfonimidamide FC(OC1=CC(=C(C(=C1)C(C)C)NC(=O)N=[S@](=O)(N)C=1SC(=CC1C)C(C)(C)O)C(C)C)F